C(C)OC(C(C1=C2N(C=N1)C[C@@H](C2)F)N2N=C1C(=C(C=C(C1=C2)Cl)C2=CC(=C(C=C2)OCCNC(=O)OC(C)(C)C)CC)Cl)=O 2-(6-(4-(2-((tert-Butoxycarbonyl)amino)ethoxy)-3-ethylphenyl)-4,7-dichloro-2H-indazol-2-yl)-2-((R)-6-fluoro-6,7-dihydro-5H-pyrrolo[1,2-c]imidazol-1-yl)acetic acid ethyl ester